[Si](C)(C)(C(C)(C)C)OC[C@@H]1C=C[C@H](CO1)NC(OC(C)(C)C)=O tert-butyl ((3R-6S)-6-(((tert-butyldimethylsilyl)oxy)methyl)-3,6-dihydro-2H-pyran-3-yl)carbamate